[Co].FC(C1=CC=CC(=N1)C(=O)N)(F)F 6-(Trifluoromethyl)pyridine-2-carboxamide cobalt